Cl.S1C2=C(C(=C1)C1=CCCNC1)C=CC=C2 5-(Benzo[b]thiophen-3-yl)-1,2,3,6-tetrahydropyridine hydrochloride